ClC=1C=CC(=C(C1)NC(=S)NC=1C=C2C=CC=NC2=CC1)OC (5-chloro-2-methoxyphenyl)-N'-(quinolin-6-yl)thiourea